SC=1N(C=CN1)C 2-sulfhydryl-1-methylimidazole